FC1=C(C(=C(C(=C1F)F)F)F)[B-](C1=C(C(=C(C(=C1F)F)F)F)F)(C1=C(C(=C(C(=C1F)F)F)F)F)C1=C(C(=C(C(=C1F)F)F)F)F.C[NH+](C1=CC=C(C=C1)CCCCCCCCCCCCCCCCCCC)CCCCCCCCCCCCCC N-methyl-4-nonadecyl-N-tetradecylanilinium [tetrakis(perfluorophenyl)borate]